FC=1C=C(C=CC1F)C1=NN=C(S1)CSC1=CC(=C(OC(C(=O)O)(C)C)C=C1)C 2-(4-(((5-(3,4-difluorophenyl)-1,3,4-thiadiazol-2-yl)methyl)thio)-2-methylphenoxy)-2-methylpropanoic acid